NC1=CC(=NC=C1)CC1=C(C(=O)N)C=CC(=C1)C1=NC(=CN=C1)OCC [(4-aminopyridin-2-yl)methyl]-4-(6-ethoxypyrazin-2-yl)benzamide